C(C)(C)(C)OC(=O)N1CCC(CC1)C1=CC=2C(=NC=C(N2)C)N(C1=O)CC1=C(C=CC=C1)C(F)(F)F.C(C)N(CCCC(=O)N)CCCCCCCCCCCC 4-[ethyl-(dodecyl)amino]butanamide tert-butyl-4-(2-methyl-6-oxo-5-(2-(trifluoromethyl)benzyl)-5,6-dihydropyrido[2,3-b]pyrazin-7-yl)piperidine-1-carboxylate